1-[2-(1-Amino-2,2-dicyclopropylethyl)-1H-imidazo[4,5-b]pyridin-5-yl]-4,4-difluoro-N-(2,2,2-trifluoroethyl)cyclohexanecarboxamide NC(C(C1CC1)C1CC1)C=1NC=2C(=NC(=CC2)C2(CCC(CC2)(F)F)C(=O)NCC(F)(F)F)N1